N,N'-(2,2'-dimethyl-[1,1'-biphenyl]-3,3'-diyl)bis(4-cyclopropyl-5-((((1-hydroxycyclopropyl)methyl)amino)methyl)picolinamide) CC1=C(C=CC=C1NC(C1=NC=C(C(=C1)C1CC1)CNCC1(CC1)O)=O)C1=C(C(=CC=C1)NC(C1=NC=C(C(=C1)C1CC1)CNCC1(CC1)O)=O)C